O1CCC=C(C1)C1=CC=C2C(=N1)SC(=N2)NC(OC(C)(C)C)=O tert-butyl N-[5-(3,6-dihydro-2H-pyran-5-yl)thiazolo[5,4-b]pyridin-2-yl]carbamate